C(C1=CC=CC=C1)[C@@H]1N(OCC1)C1=CC(=NC=N1)NC=1C(=CC(=C(C1)NC(C=C)=O)N1CCN(CC1)C1CCOCC1)OC N-(5-((6-((S)-3-benzylisoxazolidine-2-yl)pyrimidine-4-yl)amino)-4-methoxy-2-(4-(tetrahydro-2H-pyran-4-yl)piperazine-1-yl)phenyl)acrylamide